NC=1C(=NON1)C1=[N+](ON=C1C1=NON=C1N)[O-] 3,4-BIS(4-AMINO-1,2,5-OXADIAZOL-3-YL)-1,2,5-OXADIAZOLE-N-OXIDE